OCCN1CC(CC1)CNC(=O)C1CCC(CC1)C1=NC(=NO1)C1=CC=C(C=C1)OC (1s,4s)-N-((1-(2-hydroxyethyl)pyrrolidin-3-yl)methyl)-4-(3-(4-methoxyphenyl)-1,2,4-oxadiazol-5-yl)cyclohexane-1-carboxamide